2,5-dichloro-3-pyridinecarboxaldehyde ClC1=NC=C(C=C1C=O)Cl